2-(4-{[(2R,6S)-2,6-dimethylmorpholin-4-yl]Methyl}-4-methylpiperidin-1-yl)-3-fluoroaniline C[C@@H]1CN(C[C@@H](O1)C)CC1(CCN(CC1)C1=C(N)C=CC=C1F)C